3-cyclopropyl-7-[3-(cyclopropylmethylamino)-1,2,4-triazol-4-yl]-N-(3-fluorocyclobutyl)-8,9-dihydro-7H-cyclopenta[H]isoquinoline-5-sulfonamide C1(CC1)C=1N=CC=2C3=C(C=C(C2C1)S(=O)(=O)NC1CC(C1)F)C(CC3)N3C(=NN=C3)NCC3CC3